NC1=CC(=C(OC2=C3C(=NC=C2)NC(N3C3CCOCC3)=O)C=C1)F 7-(4-amino-2-fluorophenoxy)-1-(tetrahydro-2H-pyran-4-yl)-1,3-dihydro-2H-imidazo[4,5-b]pyridine-2-one